F[B-](F)(F)F.CC1=CC=C(C=C1)[I+]C1=CC=CC=C1 4-methylphenyl-(phenyl)iodonium tetrafluoroborate